N(=[N+]=[N-])CCCCC(=O)ON1C(CCC1=O)=O 2,5-dioxopyrrolidin-1-yl 5-azidopentanoate